tert-butyl 6-(benzyloxy)-3',6'-dihydro-[3,4'-bipyridine]-1'(2'H)-carboxylate C(C1=CC=CC=C1)OC1=CC=C(C=N1)C=1CCN(CC1)C(=O)OC(C)(C)C